COC1=CC=C(C=C1)S(=O)(=O)N1C2=C(SCC1)C(=CN=C2)C2=CC=C(C=C2)C(F)(F)F 4-((4-methoxyphenyl)sulfonyl)-8-(4-(trifluoromethyl)phenyl)-3,4-dihydro-2H-pyrido[4,3-b][1,4]thiazine